N-(2,8-dimethylimidazo[1,2-a]pyrazin-6-yl)-5-[3-[[(3R)-3-fluoropyrrolidin-1-yl]methyl]azetidin-1-yl]pyrazine-2-carboxamide tert-Butyl-3-formylazetidine-1-carboxylate C(C)(C)(C)OC(=O)N1CC(C1)C=O.CC=1N=C2N(C=C(N=C2C)NC(=O)C2=NC=C(N=C2)N2CC(C2)CN2C[C@@H](CC2)F)C1